ClC=1C(=CC2=C(NC(=N2)O[C@H]2[C@@H]3[C@H](OC2)[C@@H](CO3)O)C1)C1=CC=C(C=C1)C1=CC=C(C=C1)C(=O)NC[C@@H]([C@H]([C@@H]([C@@H](CO)O)O)O)O 4'-(6-chloro-2-(((3r,3ar,6r,6ar)-6-hydroxyhexahydrofuro[3,2-b]furan-3-yl)oxy)-1H-benzo[d]imidazol-5-yl)-N-((2s,3r,4r,5r)-2,3,4,5,6-pentahydroxyhexyl)-[1,1'-biphenyl]-4-carboxamide